methyl 2-fluoro-4-(5-(4,4,5,5-tetramethyl-1,3,2-dioxaborolan-2-yl) 1H-pyrrol-2-yl)benzoate FC1=C(C(=O)OC)C=CC(=C1)C=1NC(=CC1)B1OC(C(O1)(C)C)(C)C